(7-bromo-4-(methoxymethoxy)benzofuran-5-yl)methanol (3-FLUOROOXETAN-3-YL)METHYL-4-METHYLBENZENESULFONATE FC1(COC1)CC1=C(C=CC(=C1)C)S(=O)(=O)OCC=1C=C(C2=C(C=CO2)C1OCOC)Br